FC(COC1=C(C=C(N=N1)C=1C(NC(NC1)=O)=O)NCCC1=CC=CC=C1)F 5-(6-(2,2-difluoroethoxy)-5-(phenethylamino)pyridazin-3-yl)pyrimidine-2,4(1H,3H)-dione